5-(5-((7-Ethyl-6-oxo-5,6-dihydro-1,5-naphthyridin-3-yl)methyl)-5,6-dihydropyrrolo[3,4-c]pyrazol-2(4H)-yl)-N-methylpyridinecarboxamide C(C)C=1C(NC=2C=C(C=NC2C1)CN1CC2=NN(C=C2C1)C=1C=CC(=NC1)C(=O)NC)=O